(S)-6-((3-amino-5-(4-amino-4,6-dihydrospiro[cyclopenta[d]thiazole-5,4'-piperidine]-1'-yl)pyrazin-2-yl)thio)-5-chloro-3-(2-methoxyethyl)quinazolin-4(3H)-one NC=1C(=NC=C(N1)N1CCC2(CC1)CC1=C(N=CS1)[C@H]2N)SC=2C(=C1C(N(C=NC1=CC2)CCOC)=O)Cl